N1C[C@H](CCC1)C(=O)[O-] (S)-piperidine-3-carboxylate